ClC1=C(C=CC(=C1)Cl)N=C=S 2,4-dichloro-1-isothiocyanatobenzene